L-aspartic acid diisoamyl ester C(CC(C)C)OC([C@@H](N)CC(=O)OCCC(C)C)=O